BrC=1N=C(SC1)NC(CNC(=O)C1=CN(C=C1)S(=O)(=O)C)=O N-[2-[(4-bromothiazol-2-yl)amino]-2-oxo-ethyl]-1-methylsulfonyl-pyrrole-3-carboxamide